2-(5-(4-nitrophenyl)-1H-imidazol-2-yl)piperidin [N+](=O)([O-])C1=CC=C(C=C1)C1=CN=C(N1)C1NCCCC1